C(C)(C)(C)C(C(=O)OCC1=C(C=C(C=C1SC=C)Br)F)[C@@H](C(=O)NC=1C=C2CC(CC2=C(C1)F)C=O)NC(=O)OC(C)(C)C (4-bromo-2-fluoro-6-vinylsulfanyl-phenyl)methanol tert-Butyl-(3S)-3-(tert-butoxycarbonylamino)-4-[(7-fluoro-2-formyl-indan-5-yl)amino]-4-oxo-butanoate